FC1(CCC(CC1)[C@H](NC(=O)C1=CC=NN1CC)C=1OC2=C(N1)C=C(C=C2)C(COC)NC(CCC(F)(F)F)=O)F N-((1S)-(4,4-difluorocyclohexyl)(5-(2-(R)-methoxy-1-(4,4,4-trifluorobutanamido)ethyl)benzo[d]oxazol-2-yl)methyl)-1-ethyl-1H-pyrazole-5-carboxamide